N-(3-(difluoromethyl)-1-(1-((2-(2,6-dioxopiperidin-3-yl)-4-fluoro-1,3-dioxoisoindolin-5-yl)methyl)piperidin-4-yl)-1H-pyrazol-4-yl)-5-morpholinopyrazolo[1,5-a]pyrimidine-3-carboxamide FC(C1=NN(C=C1NC(=O)C=1C=NN2C1N=C(C=C2)N2CCOCC2)C2CCN(CC2)CC=2C(=C1C(N(C(C1=CC2)=O)C2C(NC(CC2)=O)=O)=O)F)F